FC1=CC=C(C=C1)C1=CN(C2=C(C=CC=C12)C)C(C)C 3-(4-fluorophenyl)-1-isopropyl-7-methyl-1H-indole